4-(4-(6-(((1R,2R,3S,5S)-2-fluoro-1,5,8-trimethyl-8-azabicyclo[3.2.1]octan-3-yl)oxy)pyridazin-3-yl)-3-hydroxyphenyl)-1-methyl-1,3,5-triazin-2(1H)-one F[C@@H]1[C@]2(CC[C@@](C[C@@H]1OC1=CC=C(N=N1)C1=C(C=C(C=C1)C1=NC(N(C=N1)C)=O)O)(N2C)C)C